ClC1=CC=C(C=C1)C1=CC=C(N1C1=C(C=CC=C1)C(F)(F)F)C1=CC=C(C(=O)NCCN(C)C)C=C1 4-[5-(4-chlorophenyl)-1-[2-(trifluoromethyl)phenyl]pyrrol-2-yl]-N-[2-(dimethylamino)-ethyl]benzamide